C(CCC)OC1=C(C=C(C=C1)/C=C/C(=O)C1=CC=C(C=C1)S(=O)(=O)NCC(=O)O)OCC 2-[[4-[(E)-3-(4-Butoxy-3-ethoxyphenyl)prop-2-enoyl]phenyl]sulfonylamino]acetic acid